N-hydroxy-1H-pyrrolo[2,3-b]Pyridine-4-carboxamide ONC(=O)C=1C2=C(N=CC1)NC=C2